3-[(3-fluoro-2-methoxyphenyl)amino]-2-(3-{2-[2-(prop-2-enoyl)-2-azabicyclo[2.1.1]hexan-1-yl]ethynyl}pyridin-4-yl)-1H,5H,6H,7H-pyrrolo[3,2-c]pyridin-4-one FC=1C(=C(C=CC1)NC1=C(NC2=C1C(NCC2)=O)C2=C(C=NC=C2)C#CC21N(CC(C2)C1)C(C=C)=O)OC